NC1=C(CCC1)C#N amino-2-cyano-1-cyclopentene